CC1(OC[C@@H](O1)[C@H](C(=O)OC)O)C methyl (R)-2-((R)-2,2-dimethyl-1,3-dioxolan-4-yl)-2-hydroxyacetate